(Z)-1-(2-bromo-4-(1-(4-(trifluoromethoxy)phenyl)-1H-1,2,4-triazol-3-yl)phenyl)-3-(3-(2-isopropyl-5-methylphenyl)-4-oxothiazolidin-2-ylidene)urea BrC1=C(C=CC(=C1)C1=NN(C=N1)C1=CC=C(C=C1)OC(F)(F)F)NC(=O)\N=C\1/SCC(N1C1=C(C=CC(=C1)C)C(C)C)=O